1-(2-chloro-2-(3-cyclopropylmethoxy-4-difluoromethoxyphenyl)ethyl)-2,6-dimethylpyridin-4(1H)-one ClC(CN1C(=CC(C=C1C)=O)C)C1=CC(=C(C=C1)OC(F)F)OCC1CC1